(±)-phenethyl 2-(styryloxy)propanoate C(=CC1=CC=CC=C1)O[C@@H](C(=O)OCCC1=CC=CC=C1)C |r|